C[NH2+]CCCC(=O)C1=C(NC(=O)C=C1)O The molecule is an organic cation that is the conjugate acid of 2,6-dihydroxypseudooxynicotine, obtained by protonation of the secondary amino group; major species at pH 7.3. It is an ammonium ion derivative and an organic cation. It derives from a pseudooxynicotinium(1+). It is a conjugate acid of a 2,6-dihydroxypseudooxynicotine.